COC=1C=C2C=CC(=CC2=CC1)C=1N=C(NC1C1=CC=NC=C1)C1=CC=C(C=C1)S(=O)(=O)C 4-[4-(6-methoxy-2-naphthyl)-2-[4-(methylsulfonyl)phenyl]-1H-imidazol-5-yl]-pyridine